C(=CC)N1CC(CC1)C1=C2N(N=C1)C(=C(N2)C2=CC=C(C=C2)OC2=C(C=CC=C2)OC)C(=O)N 7-(1-propenylpyrrolidin-3-yl)-2-(4-(2-methoxyphenoxy)phenyl)-1H-imidazo[1,2-b]pyrazole-3-carboxamide